cis-2-decene-1,1-dicarboxylic acid C(\C=C/CCCCCCC)(C(=O)O)C(=O)O